[Na+].CP(OCCC[Si](O)(O)O)([O-])=O 3-(trihydroxysilyl)propyl methyl-phosphonate monosodium salt